1-benzyl dithioformate C(=S)SCC1=CC=CC=C1